C(CCCCCCC)(=O)OCC(O)COC(CCCCCCC)=O 1,3-dioctanoyl-glycerol